3-((tert-butoxycarbonyl)amino)phenylboronic acid C(C)(C)(C)OC(=O)NC=1C=C(C=CC1)B(O)O